[C+4].[O-2].[O-2].[Ti+4] titanium dioxide carbon